(R)-7-hydroxy-3,4-dihydroisoquinoline-2,3(1H)-dicarboxylic acid 2-(tert-butyl) ester 3-methyl ester COC(=O)[C@@H]1N(CC2=CC(=CC=C2C1)O)C(=O)OC(C)(C)C